BrC=1C=C(C=CC1F)C(N1C[C@@H](N(C[C@H]1C)C=1C=2N=C(N(C2N2C(N1)=NN=C2)C[C@H]2OCCC2)C)C)C2CC(C2)(F)F 4-((2S,5R)-4-((3-bromo-4-fluorophenyl)(3,3-difluorocyclobutyl)methyl)-2,5-dimethylpiperazin-1-yl)-2-methyl-1-(((S)-tetrahydrofuran-2-yl)methyl)-1H-[1,2,4]triazolo[3,4-b]purine